S(=S)(=O)(O)O.C(C)O[Si](CCCC)(OCC)OCC 3-triethoxysilyl-1-propylmethane thiosulfate